Cl.FC=1C=C(C=CC1F)N1[C@H](CNCC1)C (s)-1-(3,4-difluorophenyl)-2-methylpiperazine hydrochloride